FC1(CN(C1)C=O)F (3,3-difluoroazetidin-1-yl)-methanone